Br.Br.Cl.Cl.S(=O)(=O)(O)O Sulfate diHCl diHBr